6-chloro-3-(((R)-1-(2-((1R,5S,6S)-6-((methoxycarbonyl)amino)-3-azabicyclo[3.1.0]hexan-3-yl)-3,6-dimethyl-4-oxo-3,4-dihydroquinazolin-8-yl)ethyl)amino)picolinic acid ClC1=CC=C(C(=N1)C(=O)O)N[C@H](C)C=1C=C(C=C2C(N(C(=NC12)N1C[C@@H]2C([C@@H]2C1)NC(=O)OC)C)=O)C